FC(OC=1C(=NC=C(C1)C=1C=C2N(N1)CC[C@]21CN(CC1)[C@@H](CC)C=1NC=CN1)N)F 3-(difluoromethoxy)-5-{(3R)-1-[(1S)-1-(1H-imidazol-2-yl)propyl]-5',6'-dihydrospiro[pyrrolidine-3,4'-pyrrolo[1,2-b]pyrazol]-2'-yl}pyridin-2-amine